C(C1=CC=CC=C1)(=O)O.C(C)OC(CCNC([C@H](O)C(C)(C)CO)=O)=O pantothenyl ethyl ether benzoate